2-chloro-3'-(pyrrolidin-1-yl)-[1,1'-biphenyl] ClC1=C(C=CC=C1)C1=CC(=CC=C1)N1CCCC1